CC[C@H]([C@H](CCCCCCCCC)O)O (3R,4S)-tridecane-3,4-diol